(3aR,5r,6aS)-5-(5-chloro-1H-indazol-7-yl)-2-(pyridin-4-yl)octahydrocyclopenta[c]pyrrol-5-ol ClC=1C=C2C=NNC2=C(C1)C1(C[C@@H]2[C@@H](CN(C2)C2=CC=NC=C2)C1)O